N-((1S,3S)-3-((5-(3,4,4-trimethyl-2,5-dioxoimidazolidin-1-yl)pyridin-2-yl)amino)cyclopentyl)cyanamide CN1C(N(C(C1(C)C)=O)C=1C=CC(=NC1)N[C@@H]1C[C@H](CC1)NC#N)=O